(R)-6-fluoro-1-(2-fluoro-4-hydroxy-phenyl)-4-oxo-7-(2-((pyrazin-2-yloxy)methyl)pyrrolidin-1-yl)-1,4-dihydro-quinoline-3-carboxylic acid FC=1C=C2C(C(=CN(C2=CC1N1[C@H](CCC1)COC1=NC=CN=C1)C1=C(C=C(C=C1)O)F)C(=O)O)=O